C(C)N1C2=C(C=CC1(C)C)C=C1C=CC=[O+]C1=C2 9-ethyl-8,8-dimethyl-8H,9H-1λ4-chromeno[7,6-b]pyridin-1-ylium